Cl.N[C@H](C(=O)OC)CC1CC1 Methyl (S)-2-amino-3-cyclopropylpropionate hydrochloride